C(C)(C)(C)OOC(C)(C)C1=CC(=CC=C1)C(C)(C)OOC(C)(C)C α,α'-di(tert-butylperoxy)-1,3-diisopropylbenzene